ClC=1C=C2C=C(NC2=CC1OCC=1N=CSC1)CNC(COC)=O N-((5-chloro-6-(thiazol-4-ylmethoxy)-1H-indol-2-yl)methyl)-2-methoxyacetamide